1-(((1R,3R)-3-fluorocyclopentyl)methyl)-4-(4,4,5,5-tetramethyl-1,3,2-dioxaborolan-2-yl)-1H-pyrazole F[C@H]1C[C@@H](CC1)CN1N=CC(=C1)B1OC(C(O1)(C)C)(C)C